1H-pyrazole-5-carboxylic acid 5-(((3,4-dichlorophenyl) thio) methyl)-2-oxo-1,2-dihydropyridin-3-yl ester ClC=1C=C(C=CC1Cl)SCC=1C=C(C(NC1)=O)OC(=O)C1=CC=NN1